4,5-dibromonaphthalen-2-ol BrC1=CC(=CC2=CC=CC(=C12)Br)O